(6-amino-3-(1',2'-dihydrospiro[cyclopropane-1,3'-pyrrolo[2,3-b]pyridin]-5'-yl)-2-fluorophenyl)(2-(hydroxymethyl)pyrrolidin-1-yl)methanone NC1=CC=C(C(=C1C(=O)N1C(CCC1)CO)F)C=1C=C2C(=NC1)NCC21CC1